C(C)(C)(C)N(C(O)=O)CCO.NO aminoalcohol tert-butyl-N-(2-hydroxyethyl)carbamate